C(#N)CC1CC(C1)(C1=NN=CN1C)C=1C=C(C=CC1)NC(=O)C1=CC(=C2C(=N1)C(CN2)(C)C)CNC2CCCCCC2 N-(3-((1s,3s)-3-(cyanomethyl)-1-(4-methyl-4H-1,2,4-triazol-3-yl)cyclobutyl)phenyl)-7-((cycloheptylamino)methyl)-3,3-dimethyl-2,3-dihydro-1H-pyrrolo[3,2-b]pyridine-5-carboxamide